6-bromo-7-methoxy-2-methylquinazolin-4(3H)-one-8-d BrC=1C=C2C(NC(=NC2=C(C1OC)[2H])C)=O